ClC1=CC=C(CN2CC3C(C2)CN(C3)C(=O)N3N=C(C=C3)C(=O)O)C=C1 1-(5-(4-chlorobenzyl)octa-hydropyrrolo[3,4-c]pyrrole-2-carbonyl)-1H-pyrazole-3-carboxylic acid